(5Z)-2-(3-amino-1-azetidinyl)-5-[(1-methyl-5-nitro-1H-imidazol-2-yl)methylidene]thiazol-4(5H)-one NC1CN(C1)C=1S\C(\C(N1)=O)=C/C=1N(C(=CN1)[N+](=O)[O-])C